{1-[3-(3,5-difluoro-phenyl)-6-(3-formyl-2-hydroxyphenyl)-quinolin-4-yl]-piperidin-4-yl}-carbamic acid tert-butyl ester C(C)(C)(C)OC(NC1CCN(CC1)C1=C(C=NC2=CC=C(C=C12)C1=C(C(=CC=C1)C=O)O)C1=CC(=CC(=C1)F)F)=O